4-((2S,4S)-1-((5-methoxy-7-methyl-1H-indol-4-yl)methyl)-4-(2,2,2-trifluoroethoxy)piperidin-2-yl)benzoic acid COC=1C(=C2C=CNC2=C(C1)C)CN1[C@@H](C[C@H](CC1)OCC(F)(F)F)C1=CC=C(C(=O)O)C=C1